CN1C(=CC=C1)CNCC=1C=NC=CC1 1-(1-methyl-1H-pyrrol-2-yl)-N-(pyridin-3-ylmethyl)methylamine